(S)-Methyl 4-(2-(3-(1H-indol-3-yl)-2-(4-methylphenylsulfonamido)propanamido)thiazol-4-yl)benzoate N1C=C(C2=CC=CC=C12)C[C@@H](C(=O)NC=1SC=C(N1)C1=CC=C(C(=O)OC)C=C1)NS(=O)(=O)C1=CC=C(C=C1)C